2-(trifluoromethyl)thiazole-4-carboxylic acid FC(C=1SC=C(N1)C(=O)O)(F)F